4-(((3r,3ar,6r,6ar)-6-(benzyloxy)hexahydrofuro[3,2-b]furan-3-yl)oxy)aniline C(C1=CC=CC=C1)O[C@@H]1CO[C@H]2[C@@H]1OC[C@H]2OC2=CC=C(N)C=C2